[1,4]Oxaazepin-7-ol O1C=CN=CC=C1O